ClC=1C(=NC(=NC1)NC1=CC=C2C(=NNC2=C1)C1CC1)NC1=C(C=CC=C1)CNS(=O)=O N-(2-((5-chloro-2-((3-cyclopropyl-1H-indazol-6-yl)amino)pyrimidin-4-yl)amino)phenyl)methylsulfonamide